CC1=NC(=CC2=C1N(C1=CC=C(C=C21)N)C)\C=C\C2=CC=NC1=CC=CC=C21 (E)-1,9-dimethyl-6-amino-3-(2-(quinoline-4-yl)vinyl)-9H-pyrido[3,4-b]indole